NC1=CC=C(C(=C1C1=CC(N2[C@@H](CC(C2=C1)OC)C(=O)OC)=O)F)Cl Methyl (3S)-7-(6-amino-3-chloro-2-fluorophenyl)-1-methoxy-5-oxo-1,2,3,5-tetrahydroindolizine-3-carboxylate